ethanolamine sulfate salt S(=O)(=O)(O)O.C(O)CN